CC(CO)(CCCO)C 2,2-dimethyl-1,5-pentanediol